C(C)C(CO)CCCC 2-ethyl-hexan-1-ol